NC1=CC=C(C=N1)N1CCC(CC1)OCCO 2-{[1-(6-aminopyridin-3-yl)piperidin-4-yl]oxy}ethanol